2-((1H-pyrazol-3-yl)methyl)-6-((2,3-dihydro-[1,4]dioxino[2,3-c]pyridin-7-yl)sulfonyl)phthalazin N1N=C(C=C1)CN1CC2=CC=C(C=C2C=N1)S(=O)(=O)C1=CC2=C(C=N1)OCCO2